COC(=O)C1=CN=CN1[C@H](CNC(=O)OC(C)(C)C)C.COC1=C(C(=O)NS(=O)(=O)C2=CC=C(C=C2)NC(=O)NC)C=CC=C1 2-methoxy-N-[[4-[[(methylamino)carbonyl]amino]phenyl]sulfonyl]benzamide Methyl-(S)-1-(1-((tert-butoxycarbonyl)amino)propan-2-yl)-1H-imidazole-5-carboxylate